benzimidazole bromine salt [Br].N1=CNC2=C1C=CC=C2